5-Bromo-2-cyanopyridin-3-yl 3-[4-(4-chlorothiazol-2-yl)-1H-1,2,3-triazol-1-yl]-3-deoxy-2-O-methyl-1-thio-α-D-galactopyranoside ClC=1N=C(SC1)C=1N=NN(C1)[C@@H]1[C@H]([C@@H](SC=2C(=NC=C(C2)Br)C#N)O[C@@H]([C@@H]1O)CO)OC